methyl 2-methyl-5-oxo-4-(trifluoromethyl)-2,5-dihydro-1H-pyrazole-3-carboxylate CN1NC(C(=C1C(=O)OC)C(F)(F)F)=O